Methyl ((4-((3,4-dichlorophenyl) thio)-3-nitrophenyl) sulfonyl)-L-alaninate ClC=1C=C(C=CC1Cl)SC1=C(C=C(C=C1)S(=O)(=O)N[C@@H](C)C(=O)OC)[N+](=O)[O-]